(piperidin-1-yl)propanoic acid N1(CCCCC1)C(C(=O)O)C